(1r,2S,5S)-3-((S)-2-acrylamido-3,3-dimethylbutyryl)-N-(1-cyclopropyl-4-(cyclopropylamino)-3,4-dioxobutan-2-yl)-6,6-dimethyl-3-azabicyclo[3.1.0]hexane-2-carboxamide C(C=C)(=O)N[C@H](C(=O)N1[C@@H]([C@H]2C([C@H]2C1)(C)C)C(=O)NC(CC1CC1)C(C(=O)NC1CC1)=O)C(C)(C)C